2-(cyclopropylmethoxy)-N7-[cis-3-(trifluoromethoxy)cyclobutyl]pyrazolo[1,5-a]pyrimidine-3,7-dicarboxamide C1(CC1)COC1=NN2C(N=CC=C2C(=O)N[C@@H]2C[C@@H](C2)OC(F)(F)F)=C1C(=O)N